C(C)(C)(C)C1=C(C=2NC3=CC=CC=C3C2C=C1)B1OC(C(O1)(C)C)(C)C tert-butyl-1-(4,4,5,5-tetramethyl-1,3,2-dioxaborolan-2-yl)-9H-carbazole